COC(CNC(=O)C=1C=NC(=NC1)C=1CCN(CC1)C(=O)OC(C)(C)C)OC tert-Butyl 4-(5-((2,2-dimethoxyethyl)carbamoyl)pyrimidin-2-yl)-3,6-dihydropyridine-1(2H)-carboxylate